3'-(5-Cyclopropyl-3-(2,6-dichlorophenyl)isoxazol-4-yl)-8-azaspiro[bicyclo[3.2.1]octane-3,1'-cyclobutan] C1(CC1)C1=C(C(=NO1)C1=C(C=CC=C1Cl)Cl)C1CC2(C1)CC1CCC(C2)N1